4-({[4-Cyano-1-(furan-3-carbonyl)-3-{4-methyl-1-[2-(morpholin-4-yl)acetyl]pyrrolidin-3-yl}-1H-pyrazol-5-yl]sulfanyl}methyl)benzol C(#N)C=1C(=NN(C1SCC1=CC=CC=C1)C(=O)C1=COC=C1)C1CN(CC1C)C(CN1CCOCC1)=O